ClCC(CC1(NCCC1)C(=O)[O-])=O 2-(3-chloro-2-oxopropyl)pyrrolidine-2-carboxylate